C(C)(CC)C1=CC=C(C=C1)NC(=O)C1=CN(C=C1)S(=O)(=O)C=1C=C2CCNC2=CC1 N-(4-(sec-butyl)phenyl)-1-(indolin-5-ylsulfonyl)-1H-pyrrole-3-carboxamide